FC1=CC=C(CN2N=CC(=C2)CNC2=NC=3N(C(C(N(C3C=N2)C)=O)(C)C)C)C=C1 2-(((1-(4-fluorobenzyl)-1H-pyrazol-4-yl)methyl)amino)-5,7,7,8-tetramethyl-7,8-dihydropteridin-6(5H)-one